C(CCCCCCCC)(=O)O[C@@H]1[C@](O[C@H](C1)N1C2=NC(=NC(=C2N=C1)N)F)(COC(CCCC)=O)C#C (2R,3S,5R)-5-(6-amino-2-fluoro-9H-purin-9-yl)-2-ethynyl-2-((pentanoyloxy)methyl)tetrahydrofuran-3-yl nonanoate